((2-methoxy-4-(5-(trifluoromethyl)-1,2,4-oxadiazol-3-yl)phenyl)imino)(methyl)(phenyl)-λ6-sulfanone COC1=C(C=CC(=C1)C1=NOC(=N1)C(F)(F)F)N=S(=O)(C1=CC=CC=C1)C